Cl.CN(CCCNC(CC)=N)C N-[3-(dimethylamino)propyl]propioamidine hydrochloride